1-Dodecyl-2-butylpyrrolidinium chlorid [Cl-].C(CCCCCCCCCCC)[NH+]1C(CCC1)CCCC